4-(6-(N-(1-cyanocyclopropyl)sulfamoyl)-1-(5-(difluoromethyl)-1,3,4-thiadiazol-2-yl)-1H-indazol-4-yl)-N-cyclobutyl-N-methylpiperazine-1-carboxamide C(#N)C1(CC1)NS(=O)(=O)C1=CC(=C2C=NN(C2=C1)C=1SC(=NN1)C(F)F)N1CCN(CC1)C(=O)N(C)C1CCC1